lithium 5-(2-amino-[1,2,4]triazolo[1,5-a]pyridin-7-yl)-3-fluoro-2-methylbenzoic acid NC1=NN2C(C=C(C=C2)C=2C=C(C(=C(C(=O)O)C2)C)F)=N1.[Li]